O1C(CCCC1)N1N=C(C=C1)C1=CN=CS1 5-(1-(tetrahydro-2H-pyran-2-yl)-1H-pyrazol-3-yl)thiazole